Cl.N1C(CC=C1)=O Azol-2(3H)-one, hydrochloride